OC=1C(=CC2=C(NC([C@H]3N(C2=O)CC2(CC2)C3)([2H])[2H])C1)OC (S)-8-hydroxy-7-methoxy-1,10,11,11a-tetrahydro-3H,5H-spiro[benzo[e]pyrrolo[1,2-a][1,4]diazepine-2,1'-cyclopropane]-5-one-11,11-d2